1-(6-(4-(4-fluorophenyl)-3-methyl-7-(1-methyl-1H-pyrazol-5-yl)-2-quinolinyl)-2,6-diazaspiro[3.4]octan-2-yl)-2-propen-1-one FC1=CC=C(C=C1)C1=C(C(=NC2=CC(=CC=C12)C1=CC=NN1C)N1CC2(CN(C2)C(C=C)=O)CC1)C